OC1=CC(=C(C(=C1)C)NC(C(NC1=C(C=C(C=C1C)O)C)=O)=O)C Bis(4-hydroxy-2,6-dimethylphenyl)oxamide